Cl.NC[C@@](C(F)(F)F)(O)C (S)-3-amino-1,1,1-trifluoro-2-methylpropan-2-ol hydrochloride